2-(cyclopropylmethyl)-6-((3-fluorobenzyl)thio)-5-phenyl-2H-pyrazolo[3,4-d]pyrimidin-4(5H)-one C1(CC1)CN1N=C2N=C(N(C(C2=C1)=O)C1=CC=CC=C1)SCC1=CC(=CC=C1)F